FC1CCN(CCC1)CC(=O)NC=1C=C(C(=NC1)C)NC(=O)C=1N=NN2C1C=CC(=C2)C=2C=NN(C2)C N-[5-[[2-(4-fluoroazepan-1-yl)acetyl]amino]-2-methyl-3-pyridyl]-6-(1-methylpyrazol-4-yl)triazolo[1,5-a]pyridine-3-carboxamide